N,N'-bis(octadecyl)-L-glutamic acid diamide C(CCCCCCCCCCCCCCCCC)NC([C@@H](N)CCC(=O)NCCCCCCCCCCCCCCCCCC)=O